ClC1=NC=C(C(=C1)C1=C(C=NC(=C1)C)C(=O)NC=1SC2=C(N1)CN(C2)C(=O)C=2N=NC(=CC2Cl)OC)OC 2'-chloro-N-(5-(4-chloro-6-methoxypyridazine-3-carbonyl)-5,6-dihydro-4H-pyrrolo[3,4-d]thiazol-2-yl)-5'-methoxy-6-methyl-[4,4'-bipyridine]-3-carboxamide